4-(3-(2-chlorophenoxy)-2,2-dimethylpropionamido)piperidine-1-carboxylic acid tert-butyl ester C(C)(C)(C)OC(=O)N1CCC(CC1)NC(C(COC1=C(C=CC=C1)Cl)(C)C)=O